Ethyl-(5RS,6RS)-3-oxo-6-(trifluoromethyl)-2,3,5,6,7,8-hexahydro[1,2,4]triazolo[4,3-a]pyridine-5-carboxylate C(C)OC(=O)[C@H]1[C@@H](CCC=2N1C(NN2)=O)C(F)(F)F |r|